CS(=O)(=O)NC1CN(CCC1)C(=O)[O-] 3-((methylsulfonyl)amino)piperidine-1-carboxylate